C(=O)(O)CN([C@@H](C)C(=O)O)CC(=O)O N,N-bis(carboxymethyl)alanine